[I-].C(#N)C(CC1CC2CCC(C1)[N+]2(C)C)(C=2SC=CC2)C=2SC=CC2 (endo)-3-(2-cyano-2,2-di-thiophen-2-yl-ethyl)-8,8-dimethyl-8-azoniabicyclo[3.2.1]octane iodide